N-tetradecyl-amide C(CCCCCCCCCCCCC)[NH-]